trans-4-((4-(2-Cyclopropyloxazol-4-yl)-pyridine-2-yl)((trans-4-(5-methoxy-6-methylpyridin-2-yl)-cyclohexyl)methyl)-carbamoyl)cyclohexyl 3-propoxyazetidine-1-carboxylate C(CC)OC1CN(C1)C(=O)O[C@@H]1CC[C@H](CC1)C(N(C[C@@H]1CC[C@H](CC1)C1=NC(=C(C=C1)OC)C)C1=NC=CC(=C1)C=1N=C(OC1)C1CC1)=O